(R)-2,2-dimethyl-6-(3-(pyrimidin-5-yl)-1,2,4-oxadiazol-5-yl)-3,4-dihydro-2H-pyrano[2,3-b]pyridin-3-ol CC1([C@@H](CC=2C(=NC=C(C2)C2=NC(=NO2)C=2C=NC=NC2)O1)O)C